N1(N=CC=C1)CCN1C(=NC2=C1C=C(C=C2Cl)C(=O)OC)CCl Methyl 1-(2-(1H-pyrazol-1-yl)ethyl)-4-chloro-2-(chloromethyl)-1H-benzo[d]imidazole-6-carboxylate